6-(2-amino-5-(4-(hexahydro-1H-pyrrolo[1,2-a][1,4]diazepin-2(3H)-yl)phenyl)pyridin-3-yl)-3,4-dihydroisoquinolin-1(2H)-one NC1=NC=C(C=C1C=1C=C2CCNC(C2=CC1)=O)C1=CC=C(C=C1)N1CC2N(CCC1)CCC2